Hydroxyindolone OC=1C(N=C2C=CC=CC12)=O